4-(4-fluorobenzylidene)-1,7-bis(4-hydroxy-3-methoxyphenyl)heptane-3,5-dione FC1=CC=C(C=C(C(CCC2=CC(=C(C=C2)O)OC)=O)C(CCC2=CC(=C(C=C2)O)OC)=O)C=C1